BrC1=C(O[C@H](CCCCN(C(OC(C)(C)C)=O)C2CCC(CC2)(F)F)C)C=C(C=C1)C tert-Butyl (S)-(5-(2-bromo-5-methylphenoxy)hexyl)(4,4-difluorocyclohexyl)carbamate